COC1=C(OC(C(=O)OCC)(C)C)C=CC(=C1)CN1C(N(CC1)C1=CC=C(C=C1)C(F)(F)F)=O Ethyl 2-(2-methoxy-4-((2-oxo-3-(4-(trifluoromethyl) phenyl) imidazolin-1-yl) methyl) phenoxy)-2-methylpropionate